(3R,4R,5S)-4-acetamido-5-amino-3-(1-ethylpropoxy)1-cyclohexene-1-carboxylic acid ethyl ester C(C)OC(=O)C1=C[C@H]([C@@H]([C@H](C1)N)NC(C)=O)OC(CC)CC